C(C)(=O)OCCCCCCOC(C)=O 1,6-Hexanediol diacetate